C(CCC)NC(=O)N1C=NC2=C1C=C(C=C2)N2CCC(CC2)N2CCN(CC2)C N-Butyl-6-(4-(4-methylpiperazin-1-yl)piperidin-1-yl)-1H-benzo[d]imidazole-1-carboxamide